NC=1C=2N(C=CN1)C(=NC2C2=CC=C(C=C2)[C@@](C)(O)C2=CC(=CC=C2)OC2CC2)[C@H]2CN1C(CC[C@@H]1CC2)=O (6R,8aS)-6-[8-Amino-1-(4-{(1R)-1-[3-(cyclopropyloxy)phenyl]-1-hydroxyethyl}phenyl)imidazo-[1,5-a]pyrazin-3-yl]hexahydroindolizin-3(2H)-on